1-(methylsulfonyl)-7-nitroindoline CS(=O)(=O)N1CCC2=CC=CC(=C12)[N+](=O)[O-]